CS(=O)(=O)N(S(=O)(=O)C)C1=CC=C(C=C1)CN1CCC(CC1)(C1=NC=CC=C1)CCC1=CC=CC=C1 N-(methylsulfonyl)-N-(4-((4-phenethyl-4-(pyridin-2-yl)piperidin-1-yl)methyl)phenyl)methanesulfonamide